FC=1C=CC(=C(C1)C(=O)N1C[C@@H]2CN(C[C@@H]2C1)C1=NC(=C(C(=N1)C(C)(C)O)F)C)N1N=CC=N1 (5-fluoro-2-(2H-1,2,3-triazol-2-yl)phenyl)((cis)-5-(5-fluoro-4-(2-hydroxypropan-2-yl)-6-methylpyrimidin-2-yl)hexahydropyrrolo[3,4-c]pyrrol-2(1H)-yl)methanone